COCCCNS([O-])(=O)=O.[Na+] Sodium N-(3-methoxypropyl)sulfamate